C12CC(CC2C1)N1CCC2=CC(=CC(=C12)F)NC(=O)C=1N=C(OC1CC(F)(F)F)N1CC2(COC2)CC1 N-(1-(bicyclo[3.1.0]hexan-3-yl)-7-fluoroindolin-5-yl)-2-(2-oxa-6-azaspiro[3.4]octan-6-yl)-5-(2,2,2-trifluoroethyl)oxazole-4-carboxamide